1,2-difluoro-4-isocyanatobenzene FC1=C(C=C(C=C1)N=C=O)F